glycine (aminopyruvate) NCC(C(=O)O)=O.NCC(=O)O